(Z)-4-((3,6-dioxo-1-(propynyl)piperazine-2-ylidene)methyl)benzoic acid O=C1/C(/N(C(CN1)=O)C#CC)=C/C1=CC=C(C(=O)O)C=C1